4-(3-(1H-pyrazol-1-yl)phenyl)-N-(pyridin-3-yl)butanamide N1(N=CC=C1)C=1C=C(C=CC1)CCCC(=O)NC=1C=NC=CC1